N1C=CC2=CC=C(C=C12)NC(=O)C12C(C(=NO1)C=1C=NC=CC1)C1CCC2C1 N-(1H-Indol-6-yl)-3-(pyridin-3-yl)-3a,4,5,6,7,7a-hexahydro-4,7-methanobenzo[d]isoxazole-7a-carboxamide